C(C)(C)(C)OC(=O)N1C(C(NCC1)C(CCCCCCC(=O)OC)=O)(C)C (8-methoxy-8-oxooctanoyl)-2,2-dimethylpiperazine-1-carboxylic acid tert-butyl ester